FC1=C2C(=CN=C1N1CCN(CC1)CC1(COC1)C)NC(=C2C(C)C)C=2C(=C(C=1N(C2)N=CN1)C)C 6-(4-fluoro-3-isopropyl-5-(4-((3-methyloxetan-3-yl)methyl)piperazin-1-yl)-1H-pyrrolo[2,3-c]pyridin-2-yl)-7,8-dimethyl-[1,2,4]triazolo[1,5-a]pyridine